2-(2-Hydroxybenzamido)ethyl 2-((5Z,8Z,11Z,14Z,17Z)-icosa-5,8,11,14,17-pentaen-1-yloxy)butanoate C(CCC\C=C/C\C=C/C\C=C/C\C=C/C\C=C/CC)OC(C(=O)OCCNC(C1=C(C=CC=C1)O)=O)CC